(1r,3r,5s)-bicyclo[3.1.0]hexane-3-methanesulfonate [C@H]12CC(C[C@@H]2C1)CS(=O)(=O)[O-]